indole-2-carboxamide, hydrate O.N1C(=CC2=CC=CC=C12)C(=O)N